CC1=C(C=C(C=C1)C)N1C(C=C(C12CCC(CC2)OC)O)=O (2,5-dimethylphenyl)-4-hydroxy-8-methoxy-1-azaspiro[4.5]dec-3-en-2-one